N-(methylsulfonyl)hexanamide CS(=O)(=O)NC(CCCCC)=O